(3aR,4R,6R,6aR)-4-(4-aminopyrrolo[2,1-f][1,2,4]triazin-7-yl)-6-(((tert-butyldimethylsilyl)oxy)methyl)-2,2-dimethyltetrahydrofuro[3,4-d][1,3]dioxole-4-carbonitrile NC1=NC=NN2C1=CC=C2[C@@]2(O[C@@H]([C@H]1OC(O[C@H]12)(C)C)CO[Si](C)(C)C(C)(C)C)C#N